O=C1N(CCC(N1)=O)C=1C=CC(=NC1)CN1CCC(CC1)C=1OC2=C(N1)C=C(C(=C2)NC(C2=CN=C(C=C2)C(F)(F)F)=O)C(C)(C)O N-(2-(1-((5-(2,4-dioxotetrahydropyrimidin-1(2H)-yl)pyridin-2-yl)methyl)piperidin-4-yl)-5-(2-hydroxypropan-2-yl)benzo[d]oxazol-6-yl)-6-(trifluoromethyl)nicotinamide